Cobalt-Vanadium [V].[Co]